ClC1=CC=C(C=C1)NNC(CC1NC(C(C1=O)=C(C)NNC1=CC=C(C=C1)C)=O)=O N'-(4-chlorophenyl)-2-(4-(1-(2-(4-methylphenyl)hydrazino)ethylidene)-3,5-dioxopyrrolidin-2-yl)acethydrazide